(S)-3-isopropyl-1-methylpiperazine C(C)(C)[C@H]1CN(CCN1)C